C(C)(C)(C)C=1C(=NC=C(C1C(=O)N)\C=C\OCC)Cl tert-butyl-2-chloro-5-[(E)-2-ethoxyethenyl]pyridine-4-carboxamide